4-((2-(2-(2-aminoethoxy)ethoxy)ethyl)amino)-2-methyl-N-(5-nitrothiazol-2-yl)benzamide NCCOCCOCCNC1=CC(=C(C(=O)NC=2SC(=CN2)[N+](=O)[O-])C=C1)C